C(C1=CC=CC=C1)OC1CC(C1)(C1=CC(=CC=C1)[N+](=O)[O-])CC(=O)OCC ethyl 2-[3-benzyloxy-1-(3-nitrophenyl)cyclobutyl]acetate